FC1(CCN(CC1)C(=O)C=1C=C2C(=NC1)N(N=N2)C=2C=NC(=CC2)C2=NC=NN2C)F (4,4-difluoropiperidin-1-yl)(3-(6-(1-methyl-1H-1,2,4-triazol-5-yl)pyridin-3-yl)-3H-[1,2,3]triazolo[4,5-b]pyridin-6-yl)methanone